ClC(C(=O)O)Cl.NC1=NC=2C=C(C=CC2C2=C1N=C(N2)CN(C(OC(C)(C)C)=O)CC)C2=NNC=C2 tert-butyl ((4-amino-7-(1H-pyrazol-3-yl)-1H-imidazo[4,5-c]quinolin-2-yl)methyl)(ethyl)carbamate 2,2-dichloroacetic acid salt